CC(CC=1C=C(C=C(C1)O)O)CCCCCC 5-(2-Methyloctyl)benzene-1,3-diol